CN1CC2(CC1=O)CCC(CC2)CS(=O)(=O)O.BrC2=CC1=CN(N=C1C=C2OC)C2CCC1(CC(N(C1)C)=O)CC2 (5r,8r)-8-(5-Bromo-6-methoxy-2H-indazol-2-yl)-2-methyl-2-azaspiro[4.5]decan-3-one 2-Methyl-3-oxo-2-azaspiro[4.5]decan-8-yl-methanesulfonate